N1(CCC1)C1=NC=CC2=C1N=C(N=C2)C=2C=C(C=CC2)C#C[C@@]2(C(N(CC2)C)=O)O (S)-3-((3-(8-(Azetidin-1-yl)pyrido[3,4-d]pyrimidin-2-yl)phenyl)ethynyl)-3-hydroxy-1-methylpyrrolidin-2-one